BrC=1C=C(CCNC2=NC(=C(C=3N=C(N=CC32)SC)F)I)C=CC1 N-(3-bromophenethyl)-8-fluoro-7-iodo-2-(methylthio)pyrido[4,3-d]pyrimidin-5-amine